N-(2,2,6,6-tetramethyl-piperidin-4-yl)-formamide CC1(NC(CC(C1)NC=O)(C)C)C